COC1=C(C=C(C=C1)[C@@H]1CC[C@H](CC1)CN(C(=O)[C@@H]1CC[C@H](CC1)NC(OC)=O)C1=CC(=CC=C1)C1=CN=C(S1)OC)C Methyl (trans-4-(((trans-4-(4-methoxy-3-methylphenyl)cyclohexyl)methyl)(3-(2-methoxythiazol-5-yl)phenyl) carbamoyl)cyclohexyl)carbamate